C(C)(C)(C)OC(=O)N1CCN(CC1)C=1N=C(NC(C1Cl)=O)C1=CC=NC=C1 4-(5-chloro-6-oxo-2-pyridin-4-yl-1,6-dihydro-pyrimidin-4-yl)-piperazine-1-carboxylic acid tert-butyl ester